6'-(2-cyanophenyl)-2'-(3-fluoro-4-(trifluoromethyl)benzyl)-1'-oxo-1',4'-dihydro-2'H-spiro[cyclopentane-1,3'-isoquinoline]-4'-carboxylic acid C(#N)C1=C(C=CC=C1)C=1C=C2C(C3(N(C(C2=CC1)=O)CC1=CC(=C(C=C1)C(F)(F)F)F)CCCC3)C(=O)O